S1C=NC2=C1C=C(C=C2)CC(=O)O 2-(1,3-benzothiazol-6-yl)acetic acid